zinc alpha-bromopropionate salt BrC(C(=O)[O-])C.[Zn+2].BrC(C(=O)[O-])C